(R)-4-((1-(3-(difluoromethyl)-2-fluorophenyl)ethyl)amino)-6-methoxy-2-methylquinazoline FC(C=1C(=C(C=CC1)[C@@H](C)NC1=NC(=NC2=CC=C(C=C12)OC)C)F)F